OCC[C@@H](C1=NC=CC=C1)NC(=O)C1=CC2=CC=CC(=C2C=C1)OC1=CC=C(C=C1)C(F)(F)F (S)-N-(3-hydroxy-1-(pyridin-2-yl)propyl)-5-(4-(trifluoromethyl)phenoxy)-2-naphthamide